6-methoxypyrazin-2-amine COC1=CN=CC(=N1)N